ClC1=C(C(=CC=C1)Cl)N1C=2N(C3=C(C1=O)C=NC(=N3)NC3=CC(=C(C=C3)N3CCOCC3)CNC)CCN2 6-(2,6-dichlorophenyl)-2-((3-((methylamino)methyl)-4-morpholinophenyl)amino)-8,9-dihydroimidazo[1,2-a]pyrimido[5,4-e]pyrimidin-5(6H)-one